C1(CCC1)COC1=C(C(=CC=C1)F)CN (2-(cyclobutylmethoxy)-6-fluorophenyl)methylamine